O1COC2=C1C=CC(=C2)C(CCN(C(C(F)(F)F)=O)CC2=CC=C(C=C2)NCCC2(N=N2)CCC#C)C2=C(C=CC=C2)OC N-(3-(benzo[d][1,3]dioxol-5-yl)-3-(2-methoxyphenyl)propyl)-N-(4-((2-(3-(but-3-yn-1-yl)-3H-diazirin-3-yl)ethyl)amino)benzyl)-2,2,2-trifluoroacetamide